3-(4-AMINO-3-FLUOROPHENYL)-1-(PROP-2-YN-1-YL)-1H-PYRAZOLO[3,4-D]PYRIMIDIN-4-AMINE NC1=C(C=C(C=C1)C1=NN(C2=NC=NC(=C21)N)CC#C)F